C1[C@H](O)[C@H](O)CO1 1,4-anhydroerythritol